12,12-Difluoro-8,14-dioxa-4,10,19,20,23-pentaazatetracyclo[13.5.2.12,6.018,21]tricosa-1(20),2(23),3,5,15(22),16,18(21)-heptaen-9-one FC1(CNC(OCC2=CN=CC(C3=NNC=4C=CC(OC1)=CC34)=N2)=O)F